prop-2-yn-1-yl 5-((S)-2-((S)-2-((((9H-fluoren-9-yl)methoxy)carbonyl)amino)-3-methylbutanamido)-5-ureidopentanamido)-2-(hydroxymethyl)benzyl(methyl)carbamate C1=CC=CC=2C3=CC=CC=C3C(C12)COC(=O)N[C@H](C(=O)N[C@H](C(=O)NC=1C=CC(=C(CN(C(OCC#C)=O)C)C1)CO)CCCNC(=O)N)C(C)C